C(CCCCCC)C(C(=O)OCC(COC(C(CCCCCCC)CCCCCCC)=O)N1CCC2(CN(C2)CCCCO)CC1)CCCCCCC 2-(2-(4-hydroxybutyl)-2,7-diazaspiro[3.5]nonan-7-yl)propane-1,3-diyl bis(2-heptylnonanoate)